N-(4-bromophenyl)-2,2,2-trifluoroacetamide BrC1=CC=C(C=C1)NC(C(F)(F)F)=O